C(CC)[P] 1-n-propyl-phosphorus